2-bromo-1-(2-methylpyridin-3-yl)ethan-1-one hydrobromide Br.BrCC(=O)C=1C(=NC=CC1)C